2-((1S,2S)-1-(2-cyano-5-fluorophenyl)-1-(1,3-dimethyl-1H-pyrazol-4-yl)propan-2-yl)-5-hydroxy-N-(isoxazol-4-yl)-1-methyl-6-oxo-1,6-dihydropyrimidine-4-carboxamide C(#N)C1=C(C=C(C=C1)F)[C@H]([C@H](C)C=1N(C(C(=C(N1)C(=O)NC=1C=NOC1)O)=O)C)C=1C(=NN(C1)C)C